(S)-2-(7-chloro-2-(methylsulfonyl)-1,2,3,4-Tetrahydroisoquinolin-5-yl)pyrrolidine-1-carboxylic acid tert-butyl ester C(C)(C)(C)OC(=O)N1[C@@H](CCC1)C1=C2CCN(CC2=CC(=C1)Cl)S(=O)(=O)C